ClC1=CC=C(C(=N1)OC(F)F)COC1=CC=CC(=N1)C1=CC(=C(CC2=NC3=C(N2C[C@H]2OCC2)C=C(C=C3)C(=O)OC)C=C1F)F methyl (S)-2-(4-(6-((6-chloro-2-(difluoromethoxy)pyridin-3-yl)methoxy)pyridin-2-yl)-2,5-difluorobenzyl)-1-(oxetan-2-ylmethyl)-1H-benzo[d]imidazole-6-carboxylate